N-[2-[[4-amino-6-(dimethylamino)-1,3,5-triazin-2-yl]oxy]ethyl]-2-(4-chloro-2-methylphenoxy)acetamide NC1=NC(=NC(=N1)N(C)C)OCCNC(COC1=C(C=C(C=C1)Cl)C)=O